N-(3-bromo-2-methoxyphenyl)-4-hydroxy-2-oxo-1,2,5,6-tetrahydropyridine-3-carbothioamide BrC=1C(=C(C=CC1)NC(=S)C=1C(NCCC1O)=O)OC